5-(trifluoromethoxy)naphthalen-2-ol FC(OC1=C2C=CC(=CC2=CC=C1)O)(F)F